ClC1=C(C=CC(=C1F)F)[C@@H]1C(=C(NC(=N1)C=1SC=CN1)C12C3C4C5(C(C14)C2C53)CC(C(=O)O)(C)C)C(=O)OCC (S)-3-(4-(6-(2-chloro-3,4-difluorophenyl)-5-(ethoxycarbonyl)-2-(thiazol-2-yl)-3,6-dihydropyrimidin-4-yl)cuban-1-yl)-2,2-dimethylpropanoic acid